ClC1=CC=2C3=CC=C(C(NS(C=4C(=C(C=C(C(OCCOC2C=C1)=O)C4)Cl)O)(=O)=O)=C3)F 4,15-dichloro-21-fluoro-16-hydroxy-18,18-dioxo-8,11-dioxa-18λ6-thia-19-azatetracyclo[18.3.1.113,17.02,7]pentacosa-1(23),2(7),3,5,13,15,17(25),20(24),21-nonaen-12-one